CC=1C=NC2=C3C(=CC=C2C1)C=CC=C3 3-methylbenzo[h]quinoline